N1=CN=C(C2=C1SC=C2)NC(C)C2=CC=C(C=C2)O 4-[1-(thieno[2,3-d]pyrimidin-4-ylamino)ethyl]phenol